C(C)OC(NCC(=NNC1=CC(=C(C(=C1)Br)OC1=NNC(C(=C1[2H])C(C([2H])([2H])[2H])C([2H])([2H])[2H])=O)Br)C#N)=O ethyl-(2-cyano-2-(2-(3,5-dibromo-4-((6-oxo-5-(propan-2-yl-1,1,1,3,3,3-d6)-1,6-dihydropyridazine-3-yl-4-d)oxy)phenyl)hydrazono)ethyl)carbamate